4-[(1S,4S)-5-Methyl-2,5-diazabicyclo[2.2.1]heptan-2-yl]-N-{2-[3-(pyrrolidine-1-carbonyl)phenyl]-[1,3]thiazolo[5,4-c]pyridin-6-yl}pyrimidin-2-amine CN1[C@@H]2CN([C@H](C1)C2)C2=NC(=NC=C2)NC2=CC1=C(C=N2)SC(=N1)C1=CC(=CC=C1)C(=O)N1CCCC1